N1C=NC2=C1C(=CC=C2)CN2CCN(CC2)C2=C(C(N(C1=CC=C(N=C21)Cl)C)=O)C#N 4-{4-[(1H-1,3-benzodiazol-7-yl)methyl]piperazin-1-yl}-6-chloro-1-methyl-2-oxo-1,2-dihydro-1,5-naphthyridine-3-carbonitrile